FC1=C(C(=O)NC)C=C(C(=C1)NCC#CC=1N(C2=CC=CC(=C2C1)N[C@@H]1[C@@H](CN(CC1)C)F)CC(F)(F)F)OC 2-fluoro-4-{[3-(4-{[(3R,4S)-3-fluoro-1-methylpiperidin-4-yl]amino}-1-(2,2,2-trifluoroethyl)-1H-indol-2-yl)prop-2-yn-1-yl]amino}-5-methoxy-N-methylbenzamide